1-(4-bromo-2,6-difluorophenyl)ethanone BrC1=CC(=C(C(=C1)F)C(C)=O)F